C1(CCC1)CN(C(=O)OCC1=C(C=NN1C)C1=CC=C(C(=N1)C)OC1CCCCC1)C (1S,3S)-3-((6-(5-((((Cyclobutylmethyl)(methyl)carbamoyl)oxy)methyl)-1-methyl-1H-pyrazol-4-yl)-2-methylpyridin-3-yl)oxy)cyclohexan